tris(2-pyridylmethyl)amine copper [Cu].N1=C(C=CC=C1)CN(CC1=NC=CC=C1)CC1=NC=CC=C1